CC(C)(CC(C(C)OOC(C)(C)C)C)OOC(C)(C)C 2,4-dimethyl-2,5-di(tert-butylperoxy)hexane